7-(2-hydroxy-4,6-dimethyl-phenyl)-2-[1-methyl-3-piperidyl]-3H-pteridin-4-one OC1=C(C(=CC(=C1)C)C)C1=CN=C2C(NC(=NC2=N1)C1CN(CCC1)C)=O